2-(2-(Methyl(2,2,2-trifluoroethyl)amino)pyridin-4-yl)-N-(tetrahydro-2H-pyran-4-yl)-1-((2-(trimethylsilyl)ethoxy)methyl)-1H-pyrrolo[3,2-c]pyridin-6-amine CN(C1=NC=CC(=C1)C1=CC=2C=NC(=CC2N1COCC[Si](C)(C)C)NC1CCOCC1)CC(F)(F)F